1-(4-(dimethylamino)but-2-enoyl)azepine CN(CC=CC(=O)N1C=CC=CC=C1)C